F[C@H]1[C@H](CN(CC1)C)NC1=NN=C(C=2N1C=CC2)C2=C(C=C(C=C2)C(F)(F)F)O 2-(4-{[(3s,4r)-4-fluoro-1-methylpiperidin-3-yl]amino}pyrrolo[1,2-d][1,2,4]triazin-1-yl)-5-(trifluoromethyl)phenol